Nonane-2,7-dicarboxylic acid O2-benzyl ester O7-tert-butyl ester C(C)(C)(C)OC(=O)C(CCCCC(C)C(=O)OCC1=CC=CC=C1)CC